C(CCCCCCCC)O[Ti](OCCCCCCCCC)(OCCCCCCCCC)OCCCCCCCCC Tetranonyloxytitanium